C(CCCCCCC)OC(C(C)O)O octyloxy-propane-1,2-diol